2-(5-bromo-2-pyrimidin-2-yl-pyrazol-3-yl)-6-chloro-8-methyl-3,1-benzoxazin-4-one BrC=1C=C(N(N1)C1=NC=CC=N1)C1=NC2=C(C(O1)=O)C=C(C=C2C)Cl